CN(C(=O)OCC(C)(C)C=1N(C2=CC=CC(=C2C1C1=CC=C(C(=O)O)C=C1)O)C1=CC=C(C=C1)F)C 4-[2-[2-(dimethylcarbamoyloxy)-1,1-dimethyl-ethyl]-1-(4-fluorophenyl)-4-hydroxy-indol-3-yl]benzoic acid